C(#N)CNC(C1=CC=C(C=C1)C1=NC(=NC=C1)NC=1C=NN(C1)C)=O N-(cyanomethyl)-4-(2-((1-methyl-1H-pyrazol-4-yl)amino)pyrimidine-4-yl)benzamide